C(C)(C)(C)OC(=O)NC[C@@H](C(=O)O)C1=CC=C(C=C1)Cl (S)-3-(tert-butoxycarbonylamino)-2-(4-chlorophenyl)propionic acid